C(C)(C)(C)C1=CC=C2C(N(C(=NC2=C1)[C@H](CC1=CC(=CC(=C1)F)F)NC(OC(C)(C)C)=O)C=1C=CC(=C2C(=NN(C12)C)N(S(=O)(=O)C)CC1=CC=C(C=C1)OC)Cl)=O tert-Butyl (S)-(1-(7-(tert-Butyl)-3-(4-chloro-3-(N-(4-methoxybenzyl)methylsulfonamido)-1-methyl-1H-indazol-7-yl)-4-oxo-3,4-dihydroquinazolin-2-yl)-2-(3,5-difluorophenyl)ethyl)carbamate